O1CCN(CC1)C1=CC=C(C=C1)C(C(CC)CC1=CC=CC=C1)=O 1-(4-morpholinophenyl)-2-benzyl-1-butanone